tert-butyl ((3S)-6-(N,S-dimethylsulfonimidoyl)-2,3-dihydrobenzofuran-3-yl)(methyl)carbamate CN=S(=O)(C)C1=CC2=C([C@@H](CO2)N(C(OC(C)(C)C)=O)C)C=C1